FC(C1=C(C=NC=C1)N1[C@H]([C@H](CC1)NS(=O)(=O)C)CO[C@@H]1CC[C@@H](CC1)C1=CC=CC=C1)F N-((2R,3S)-1-(4-(difluoromethyl)pyridin-3-yl)-2-((((CIS)-4-phenylcyclohexyl)oxy)methyl)pyrrolidin-3-yl)methanesulfonamide